4,5-dibromo-N-(5-chloro-2-(2-methoxyethoxy)phenyl)furan-2-carboxamide BrC=1C=C(OC1Br)C(=O)NC1=C(C=CC(=C1)Cl)OCCOC